3-bromo-1-(3-chloropyridin-2-yl)-1H-pyrazole-5-carboxylic acid BrC1=NN(C(=C1)C(=O)O)C1=NC=CC=C1Cl